methyl 2-((Z)-1-(1-((1s,4s)-4-isopropylcyclohexyl)piperidin-4-yl)-2-oxoindolin-3-ylidene)acetate C(C)(C)C1CCC(CC1)N1CCC(CC1)N1C(\C(\C2=CC=CC=C12)=C/C(=O)OC)=O